(2,4,6-Trimethylbenzoyl)bis(p-tolyl)phosphine oxide CC1=C(C(=O)P(C2=CC=C(C=C2)C)(C2=CC=C(C=C2)C)=O)C(=CC(=C1)C)C